Cl.N[C@H](C=1OC2=C(N1)C=C(C=C2)[C@H](COC)N2C(N[C@@H](C2)C(F)(F)F)=O)C2CCC(CC2)(F)F (S)-1-((R)-1-(2-((S)-amino(4,4-difluorocyclohexyl)methyl)benzo[d]oxazol-5-yl)-2-methoxyethyl)-4-(trifluoromethyl)imidazolidin-2-one hydrochloride salt